C1CCC12N(CCOC2)C2=NC(=NC(=N2)N2C1(CCC1)COCC2)C=2C(=CC(=NC2)N)C(F)F 5-[4,6-bis(8-oxa-5-azaspiro[3.5]nonan-5-yl)-1,3,5-triazin-2-yl]-4-(difluoromethyl)pyridin-2-amine